4-amino-N-(4-(methoxymethyl)phenyl)-6-(3-methyl-3-(1H-pyrrol-1-yl)but-1-yn-1-yl)-7-(1-methylcyclopropyl)-7H-pyrrolo[2,3-d]pyrimidine-5-carboxamide NC=1C2=C(N=CN1)N(C(=C2C(=O)NC2=CC=C(C=C2)COC)C#CC(C)(N2C=CC=C2)C)C2(CC2)C